7-hydroxycoumarin lithium manganese-cobalt [Co].[Mn].[Li].OC1=CC=C2C=CC(OC2=C1)=O